hydroxy-5-(2-isooctyloxycarbonylethyl)-2H-benzotriazole ON1N=C2C(=N1)C=CC(=C2)CCC(=O)OCCCCCC(C)C